(3,5-difluoro-4-(3-(1-methyl-1H-pyrazol-4-yl)-1H-pyrazolo[3,4-c]pyridin-5-yl)phenyl)-2-(pyrrolidin-1-yl)acetamide FC=1C=C(C=C(C1C=1C=C2C(=CN1)NN=C2C=2C=NN(C2)C)F)C(C(=O)N)N2CCCC2